FC[C@H](N)C1=CC=C(C=C1)F (R)-2-fluoro-1-(4-fluorophenyl)ethane-1-amine